4-oxo-1-(2-phenylbenzo[d]oxazol-6-yl)-6-(4-(pyrrolidin-1-yl)phenyl)-1,4-dihydropyridine-3-Carboxylic acid O=C1C(=CN(C(=C1)C1=CC=C(C=C1)N1CCCC1)C1=CC2=C(N=C(O2)C2=CC=CC=C2)C=C1)C(=O)O